5-benzyl-N-(1-methyl-5-oxo-1,4,5,6,7,8-hexahydropyrazolo[4,3-b]azepin-6-yl)-4H-1,2,4-triazole-3-carboxamide C(C1=CC=CC=C1)C=1NC(=NN1)C(=O)NC1CCC2=C(NC1=O)C=NN2C